P(=O)(O)(O)C(C(=O)O)(N(C)C(N)=N)[2H] Phosphocreatine-d